1-(4-(4-chlorophenoxy)-2-methyl-5-(6-methyl-7-oxo-6,7-dihydro-1H-pyrrolo[2,3-c]pyridin-4-yl)phenyl)pyrrolidine-2,5-dione ClC1=CC=C(OC2=CC(=C(C=C2C=2C3=C(C(N(C2)C)=O)NC=C3)N3C(CCC3=O)=O)C)C=C1